NC1=C(C(=NC=2N1N=C(C2CC)C)NCCC2=NC(=CC=C2)C=O)C#N 7-amino-3-ethyl-5-((2-(6-formylpyridin-2-yl)ethyl)amino)-2-methylpyrazolo[1,5-a]pyrimidine-6-carbonitrile